N-[(2E)-4-methoxy-1-methylpyridine-2(1H)-ylidene]-1,3-dimethylazetidine-3-carboxamide COC1=C/C(/N(C=C1)C)=N\C(=O)C1(CN(C1)C)C